C(N)(=N)C=1C=C(SC1)CNC(=O)[C@H]1N([C@H]2C[C@]2(C1)C)C(CNC(=O)C=1C=CC=2C(C3=CC=CC=C3C2C1)(F)F)=O (1S,3S,5S)-N-((4-carbamimidoylthiophen-2-yl)methyl)-2-((9,9-difluoro-9H-fluorene-3-carbonyl)glycyl)-5-methyl-2-azabicyclo[3.1.0]hexane-3-carboxamide